N-[[6-(3-Cyano-4-fluoroanilino)-2-pyridyl]sulfonyl]-2-(2,2,4-trimethylpyrrolidin-1-yl)pyridin-3-carboxamid C(#N)C=1C=C(NC2=CC=CC(=N2)S(=O)(=O)NC(=O)C=2C(=NC=CC2)N2C(CC(C2)C)(C)C)C=CC1F